C(C1=CC=CC=C1)C1=NC(=C2N=C(NC2=N1)C=1C=NC(=CC1C)OCCN1CCN(CC1)C)OC1(CC1)C benzyl-8-(4-methyl-6-(2-(4-methylpiperazin-1-yl)ethoxy)pyridin-3-yl)-6-(1-methylcyclopropoxy)-9H-purine